C(C1=CC=CC=C1)N1N=NC(=C1)C(=O)N[C@@H]1[C@H]2[C@@H](C3=C(NC1=O)C(=CC(=C3)F)F)C2 1-benzyl-N-((1aR,2R,8bS)-5,7-difluoro-3-oxo-1,1a,2,3,4,8b-hexahydrobenzo[b]cycloprop[d]azepin-2-yl)-1H-1,2,3-triazole-4-carboxamide